Cl.N1(CCCCC1)C12CC(C1)(C2)N 3-(piperidin-1-yl)bicyclo[1.1.1]pentan-1-amine hydrochloride